C(=O)(O)C1=CC(=C(C=C1)OC)C(=O)O 1,3-dicarboxy-4-methoxybenzene